(2-((3-methylundec-1-en-1-yl)oxy)ethyl)benzene CC(C=COCCC1=CC=CC=C1)CCCCCCCC